ClC=1C(=NC2=CC=CC=C2N1)NCC=1OC=CC1 3-chloro-N-(furan-2-ylmethyl)quinoxalin-2-amine